FC1(OC2=C(O1)C=CC(=C2)[C@H](C)NC2=C(C=CC(=N2)N2N=C(C=1CCC[C@@H](C21)OC2=CC=C(C(=O)O)C=C2)C(F)(F)F)F)F 4-[[(7S)-1-[6-[[(1S)-1-(2,2-difluoro-1,3-benzodioxol-5-yl)ethyl]amino]-5-fluoro-2-pyridyl]-3-(trifluoromethyl)-4,5,6,7-tetrahydroindazol-7-yl]oxy]benzoic acid